(R)-N-Fmoc-2-(4'-pentenyl)alanine C[C@@](CCCC=C)(C(=O)O)NC(=O)OCC1C2=CC=CC=C2C3=CC=CC=C13